C(C)(C)(C)[Si](C)(C)OC(CC=C)C1=CC(=C(C=C1)F)F t-butyl-((1-(3,4-difluorophenyl)but-3-en-1-yl)oxy)dimethylsilane